BrC1=C(C=C(N)C=C1OC)Cl 4-bromo-3-chloro-5-methoxyaniline